2-((4-(6-(cyclohexylmethyl)-2,6-diazaspiro[3.3]heptan-2-yl)pyrimidin-5-yl)oxy)-5-fluoro-N-isopropyl-N-methylbenzamide C1(CCCCC1)CN1CC2(CN(C2)C2=NC=NC=C2OC2=C(C(=O)N(C)C(C)C)C=C(C=C2)F)C1